NC=1C(=NC(=C(N1)C=1OC=CN1)C=1C=CC=2N(C1)C(=CN2)C)C(=O)NCCC(=O)N(C)C 3-amino-N-(3-(dimethylamino)-3-oxopropyl)-6-(3-methylimidazo[1,2-a]pyridin-6-yl)-5-(oxazol-2-yl)pyrazine-2-carboxamide